3-((3-(((2-cyanoethyl)amino)methyl)-3,5,5-trimethylcyclohexyl)amino)propiononitrile C(#N)CCNCC1(CC(CC(C1)(C)C)NCCC#N)C